COC1=CC=C(C=C1)CN1C(C2=CC=CC=C2C1)=O 2-[(4-methoxyphenyl)methyl]-2,3-dihydro-1H-isoindol-1-one